C(C)(=O)OC=1C(=NC=CC1OC)C(NC=1C=C2C=CC(=NC2=CC1)N(C)C=1C(=NC=CC1)Cl)=O 2-((2-((2-chloropyridin-3-yl)(methyl)amino)quinolin-6-yl)carbamoyl)-4-methoxypyridin-3-yl acetate